N-{[5-chloro-6-(6-fluoro-5-methyl-3-pyridyl)-2-indolyl]methyl}acetamide ClC=1C=C2C=C(NC2=CC1C=1C=NC(=C(C1)C)F)CNC(C)=O